5-[(2S)-2-[(tert-butoxycarbonyl)amino]-3-methoxy-3-oxopropyl]-2-fluoro-phenoxymethylboronic acid C(C)(C)(C)OC(=O)N[C@@H](CC=1C=CC(=C(OCB(O)O)C1)F)C(=O)OC